(5-{3-[(4-chlorobenzyl)oxy]-4-methoxybenzylidene}-4-oxo-2-thioxo-1,3-thiazolidin-3-yl)acetic acid ClC1=CC=C(COC=2C=C(C=C3C(N(C(S3)=S)CC(=O)O)=O)C=CC2OC)C=C1